bis-(2-phenylamino-4-(N-methyl-N-2-hydroxy-ethylamino)-s-triazin-6-ylamino) stilbene-2,2'-disulfonate C=1(C(=CC=CC1)S(=O)(=O)ONC1=NC(=NC(=N1)NC1=CC=CC=C1)N(CCO)C)C=CC=1C(=CC=CC1)S(=O)(=O)ONC1=NC(=NC(=N1)NC1=CC=CC=C1)N(CCO)C